2-(3,4-methylenedioxyphenyl)-1-(2-phenylethynyl)-1H-benzimidazole C1OC=2C=C(C=CC2O1)C1=NC2=C(N1C#CC1=CC=CC=C1)C=CC=C2